9'''-((6-phenyl-1,3,5-triazin-2,4-diyl)bis(benzene-5,3,1-triyl))tetrakis(9H-carbazole) C1(=CC=CC=C1)C1=NC(=NC(=N1)C=1C=C(C=C(C1)C1=CC=CC=2C3=CC=CC=C3NC12)C1=CC=CC=2C3=CC=CC=C3NC12)C=1C=C(C=C(C1)C1=CC=CC=2C3=CC=CC=C3NC12)C1=CC=CC=2C3=CC=CC=C3NC12